(7S)-7-chloro-1-[5-[(1S)-1-(2,2-difluoro-1,3-benzodioxol-5-yl)ethoxy]-3-pyridinyl]-3-(trifluoromethyl)-4,5,6,7-tetrahydroindazole Cl[C@H]1CCCC=2C(=NN(C12)C=1C=NC=C(C1)O[C@@H](C)C1=CC2=C(OC(O2)(F)F)C=C1)C(F)(F)F